CN(S(=O)(=O)C)C1=C(C(=O)N2CCC3=NC(=CC=C32)S(=O)(=O)Cl)C=CC=C1 1-(2-(N-methylmethylsulfonamido)benzoyl)-2,3-dihydro-1H-pyrrolo[3,2-b]pyridine-5-sulfonyl chloride